C1(CC1)C1=CC=C(C=N1)NC1=NC(=NC(=N1)NC(C)C)C1=CC=CC=C1 N2-(6-Cyclopropylpyridin-3-yl)-N4-isopropyl-6-phenyl-1,3,5-triazine-2,4-diamine